(E)-1-[2-Hydroxy-6-(3-methylbut-2-enoxy)-4-(2-methylprop-1-enoxy)phenyl]-3-phenylprop-2-en-1-one OC1=C(C(=CC(=C1)OC=C(C)C)OCC=C(C)C)C(\C=C\C1=CC=CC=C1)=O